Cl.Cl.ClC=1C(=NC=CC1)CN 1-(3-chloropyridin-2-yl)methylamine dihydrochloride